2-fluoro-N-[3-[(E)-4-hydroxybut-1-enyl]-2-pyridyl]-N-[(3R)-3-piperidyl]-4-(triazolo[4,5-b]pyridin-3-yl)benzamide FC1=C(C(=O)N([C@H]2CNCCC2)C2=NC=CC=C2\C=C\CCO)C=CC(=C1)N1N=NC=2C1=NC=CC2